tert-butyl 4-(2-((1-(tert-butoxycarbonyl)cyclopropyl)sulfonyl)propan-2-yl)-2,2-dimethyloxazolidine-3-carboxylate C(C)(C)(C)OC(=O)C1(CC1)S(=O)(=O)C(C)(C)C1N(C(OC1)(C)C)C(=O)OC(C)(C)C